oxathiazinine O1SN=CC=C1